1-(tert-Butyl)-3-(4-Fluorophenyl)-5-methyl-pyrazol-4-ol C(C)(C)(C)N1N=C(C(=C1C)O)C1=CC=C(C=C1)F